(3aR,5s,6aS)-2-(((R)-2,2-dimethyltetrahydro-2H-pyran-4-yl)methyl-d2)-N-(6-(2-(trifluoromethyl)pyridin-3-yl)pyridazin-3-yl)octahydrocyclopenta[c]pyrrol-5-amine CC1(OCC[C@H](C1)C(N1C[C@@H]2[C@H](C1)CC(C2)NC=2N=NC(=CC2)C=2C(=NC=CC2)C(F)(F)F)([2H])[2H])C